din-hexyl phosphite P(OCCCCCC)(OCCCCCC)[O-]